1-(4-(1-acetyl-2-methyl-1,2,3,4-tetrahydroquinolin-6-yl)phenyl)-2-azidoethan-1-one C(C)(=O)N1C(CCC2=CC(=CC=C12)C1=CC=C(C=C1)C(CN=[N+]=[N-])=O)C